glyceryl diferulate COC1=C(C=CC(=C1)/C=C/C(=O)OCC(O)COC(=O)/C=C/C2=CC(=C(C=C2)O)OC)O